[O-]P([O-])(=O)OP(=O)([O-])[O-].[Na+].[Fe+2].P(=O)(O)(O)O.[Na+] sodium phosphate iron sodium pyrophosphate